BrC=1C=C2CC(CC2=CC1)(C(CBr)=O)NC(OC(C)(C)C)=O tert-butyl (5-bromo-2-(2-bromoacetyl)-2,3-dihydro-1H-inden-2-yl)carbamate